COC(=O)C1=C(C=NC=2N1N=C(C2)Cl)OC2=CC(=CC=C2)C2CC2.NC2=NC(=CC=C2C(C)=O)N2CCOCC2 1-(2-amino-6-morpholinopyridin-3-yl)ethan-1-one methyl-2-chloro-6-(3-cyclopropylphenoxy)pyrazolo[1,5-a]pyrimidine-7-carboxylate